2-methyl-adamantan-2-carboxylate CC1(C2CC3CC(CC1C3)C2)C(=O)[O-]